1-(2-chlorophenyl)-3-methyl-1H-thieno[2,3-c]pyrazole-5-carboxylic acid ClC1=C(C=CC=C1)N1N=C(C2=C1SC(=C2)C(=O)O)C